BrC=1NC=C(N1)C(=O)OCC ethyl 2-bromo-1H-imidazole-4-carboxylate